ClC=1C=C(C(=O)N[C@@H](C)C2=NC=NN2C2=NC=C(C=C2)N=S(=O)(C)CC)C=C(C1)C(F)(F)F 3-chloro-N-((1S)-1-(1-(5-((ethyl(methyl)(oxo)-λ6-sulfaneylidene)amino)pyridin-2-yl)-1H-1,2,4-triazol-5-yl)ethyl)-5-(trifluoromethyl)benzamide